ClC1=C(C=CC(=C1)S(N(C=1SC=CN1)CC1=C(C=C(C=C1)OC)OC)(=O)=O)N[C@H]1CN(CC1)C(=O)OC(C)(C)C tert-butyl (R)-3-((2-chloro-4-(N-(2,4-dimethoxybenzyl)-N-(thiazol-2-yl)sulfamoyl) phenyl)amino)pyrrolidine-1-carboxylate